C(C)(C)(C)OC(=O)N1CCC=C(C1)C1=CC(=C(C=C1)Br)F 5-(4-bromo-3-fluorophenyl)-3,6-dihydropyridine-1(2H)-carboxylic acid tert-butyl ester